C(C)(C)(C)OC(N[C@@H]1C2=CC=CC=C2CC12CCN(CC2)C2=NC(=C(C(=N2)C(N)=O)C2=C(C(=NC=C2)F)Cl)C)=O ((S)-1'-(5-(3-chloro-2-fluoropyridin-4-yl)-4-carbamoyl-6-methylpyrimidin-2-yl)-1,3-dihydrospiro[indene-2,4'-piperidin]-1-yl)carbamic acid tert-butyl ester